FC1=C(C=CC(=C1)C1CCC(CC1)CCC)/C=C/C(=O)O (E)-3-(2-fluoro-4-((1s,4r)-4-propylcyclohexyl)phenyl)acrylic acid